2-{3-[4-(Aminomethyl)-4-fluoropiperidin-1-carbonyl]-5,6-dihydrocyclopenta[c]pyrazol-1(4H)-yl}-1-[4-(2,3-dimethylphenyl)piperazin-1-yl]ethan-1-on NCC1(CCN(CC1)C(=O)C=1C2=C(N(N1)CC(=O)N1CCN(CC1)C1=C(C(=CC=C1)C)C)CCC2)F